N1(CC=NC=C1)C(=O)OC(C)(C)C tert-butyl 1,4-diazine-1-carboxylate